Ethyl (2S)-2-(tert-butoxycarbonylamino)-2-[(7S)-6,6-difluorospiro[2.5]octan-7-yl]acetate C(C)(C)(C)OC(=O)N[C@H](C(=O)OCC)[C@H]1C(CCC2(CC2)C1)(F)F